CS(=O)(=O)C1=CC=C(OC2=CC=C3C(=N2)SC(=N3)N)C=C1 5-(4-(methylsulfonyl)phenoxy)thiazolo[5,4-b]pyridin-2-amine